3-(Furan-2-yl)prop-2-enal O1C(=CC=C1)C=CC=O